ClC1=CC(=CC2=C1N=C(S2)N2CCN(CC2)CCCO)C(=O)NC2CCCC2 4-chloro-N-cyclopentyl-2-(4-(3-hydroxypropyl)piperazin-1-yl)benzo[d]thiazole-6-carboxamide